3-(5-(methyl-((1r,2s)-2-(methylamino)cyclohexyl)amino)-1-oxoisoindolin-2-yl)piperidine-2,6-dione CN(C=1C=C2CN(C(C2=CC1)=O)C1C(NC(CC1)=O)=O)[C@H]1[C@H](CCCC1)NC